C(C(=C)C)(=O)OCCNC(=O)OC 2-[(methoxycarbonyl) amino]ethyl methacrylate